tert-Butyl 2-(2-(2-(4-(4-((3-chloro-4-((3-fluorobenzyl)oxy)phenyl)amino)quinazolin-6-yl)phenoxy)-ethoxy)ethoxy)acetate ClC=1C=C(C=CC1OCC1=CC(=CC=C1)F)NC1=NC=NC2=CC=C(C=C12)C1=CC=C(OCCOCCOCC(=O)OC(C)(C)C)C=C1